NC=1C=C(C=C2C=C(NC12)C1=CC=CC=C1)C#CC(C)(O)C 4-(7-amino-2-phenyl-1H-indol-5-yl)-2-methylbut-3-yn-2-ol